allylhydride CC=C